C(C1=CC=CC=C1)SC=1C=C(C=2N(C1)C(=CN2)[Sn](CCCC)(CCCC)CCCC)Cl 6-(benzylthio)-8-chloro-3-(tributylstannyl)imidazo[1,2-a]pyridine